bromo-2,5-dimethylbenzeneacetic acid BrC=1C(=C(C=C(C1)C)CC(=O)O)C